N1=C(C=NC=C1)[C@@H](C)NC(=O)[C@@H]1CN(CC[C@H]1NC(=O)C1=NOC(=C1)C1=C(C=C(C=C1F)F)F)C1C(CCC1)C (3R,4R)-1-(2-methyl-cyclopentyl)-4-{[5-(2,4,6-trifluoro-phenyl)-isoxazole-3-carbonyl]-amino}-piperidine-3-carboxylic acid ((R)-1-pyrazin-2-yl-ethyl)-amide